tert-butyl 6-(aminomethyl)-4-bromoisoindoline-2-carboxylate NCC1=CC(=C2CN(CC2=C1)C(=O)OC(C)(C)C)Br